N-(cyclopropylmethyl)-N'-((3R,4R,5S)-4-hydroxy-5-(10H-phenoxazin-10-yl)tetrahydro-2H-pyran-3-yl)-4-(trifluoromethoxy)benzenesulfonimidoamide C1(CC1)CNS(=O)(=N[C@@H]1COC[C@@H]([C@H]1O)N1C2=CC=CC=C2OC=2C=CC=CC12)C1=CC=C(C=C1)OC(F)(F)F